2,6-dimethoxyphenyl-methanol COC1=C(C(=CC=C1)OC)CO